N-(4-(4-amino-3-(3-fluoro-4-((4-methylpyridin-2-yl)oxy)phenyl)-7-(1-methyl-1H-pyrazol-4-yl)thieno[3,2-c]pyridin-2-yl)-3-methylphenyl)methacrylamide NC1=NC=C(C2=C1C(=C(S2)C2=C(C=C(C=C2)NC(C(=C)C)=O)C)C2=CC(=C(C=C2)OC2=NC=CC(=C2)C)F)C=2C=NN(C2)C